1-(4-(phenylthio)phenyl)-1,2-octanedione-2-(O-benzoyl oxime) C(C1=CC=CC=C1)(=O)ON=C(C(=O)C1=CC=C(C=C1)SC1=CC=CC=C1)CCCCCC